CC1(C2C(N(C(C12)=O)CC1=CC2=NC=CC(=C2S1)C1=NC(=CC(=C1NC(=O)C1CN(C1)C(=O)OC(C)(C)C)C)C)=O)C Tert-Butyl 3-((2-(2-((6,6-Dimethyl-2,4-Dioxo-3-Azabicyclo[3.1.0]Hexan-3-Yl)Methyl)Thieno[3,2-B]Pyridin-7-Yl)-4,6-Dimethylpyridin-3-Yl)Carbamoyl)Azetidine-1-Carboxylate